The molecule is the acetate ester of benzyl alcohol. It has a role as a metabolite. It is an acetate ester and a benzyl ester. CC(=O)OCC1=CC=CC=C1